ClC1=CC=C(C=C1)[C@H](C(F)(F)F)N(S(=O)(=O)C=1C=NC=2N(C1)N=CC2)C (R)-N-(1-(4-chlorophenyl)-2,2,2-trifluoroethyl)-N-methylpyrazolo[1,5-a]pyrimidine-6-sulfonamide